acryloyloxyundecyldiethylmonosilane C(C=C)(=O)OCCCCCCCCCCC[SiH](CC)CC